C(C)(C)(C)N(C(O)=O)[C@H](C(CN(C(CCl)=O)C[C@H]1C(NCC1)=O)=O)CC(C)C.C(C1=CC=CC=C1)OC1=NC2=CC=C(C(=C2C=C1)C(F)(F)F)C1=NC=C(C=C1)Cl 2-(benzyloxy)-6-(5-chloropyridin-2-yl)-5-(trifluoromethyl)quinoline Tert-butyl-((S)-1-(2-chloro-N-(((S)-2-oxopyrrolidin-3-yl)methyl)acetamido)-5-methyl-2-oxohexan-3-yl)carbamate